(S)-N-(3-chloro-4-cyanophenyl)-3-(3-fluoro-9H-carbazol-9-yl)-2-hydroxy-2-methylpropanamide ClC=1C=C(C=CC1C#N)NC([C@@](CN1C2=CC=CC=C2C=2C=C(C=CC12)F)(C)O)=O